FC1=CC=C(C=C1)N1N=CC2=CC(=C(C=C12)C)C1=NC=CN=C1OC 1-(4-fluorophenyl)-5-(3-methoxypyrazin-2-yl)-6-methyl-1H-indazole